C1=CC=C2C(=C1)C=CC3=C2C=CC=N3 5,6-Benzoquinoline